2-[5-(bromomethyl)-4-iodo-3-methyl-pyrazol-1-yl]ethoxy-tert-butyl-diphenyl-silane BrCC1=C(C(=NN1CCO[Si](C1=CC=CC=C1)(C1=CC=CC=C1)C(C)(C)C)C)I